N1=CC=C(C=C1)OC1CCN(CC1)C(=O)OCCCC butyl 4-(4-pyridyloxy)piperidine-1-carboxylate